COC(=O)C1=CN=CS1 thiazole-5-carboxylic acid methyl ester